2-(3-methyl-2-(4,4,5,5-tetramethyl-1,3,2-dioxaborolan-2-yl)bicyclo[1.1.1]pentan-1-yl)-2,3-dihydro-1H-naphtho[1,8-de][1,3,2]diazaborinine CC12C(C(C1)(C2)B2NC=1C3=C(N2)C=CC=C3C=CC1)B1OC(C(O1)(C)C)(C)C